2-(2-(cyclohept-1-en-1-yl)-5-ethyl-6-(4-(5-hydroxy-6-methylpyrimidine-4-carbonyl)piperazin-1-yl)-7-oxopyrazolo[1,5-a]pyrimidin-4(7H)-yl)-N-(4-(pentafluoro-λ6-sulfaneyl)phenyl)acetamide C1(=CCCCCC1)C1=NN2C(N(C(=C(C2=O)N2CCN(CC2)C(=O)C2=NC=NC(=C2O)C)CC)CC(=O)NC2=CC=C(C=C2)S(F)(F)(F)(F)F)=C1